CN(C)CC1=CC=C(C=C1)NC1=CC=C(C=C1)C1=CC(=CC=C1)OC N-(4-((Dimethylamino)methyl)phenyl)-3'-methoxy-[1,1'-biphenyl]-4-amin